N1-(4-amino-1,3-dihydrofuro[3,4-c]pyridin-7-yl)-N2-(benzo[d]thiazol-5-ylmethyl)-N2-((R)-1-((S)-tetrahydrofuran-2-yl)ethyl)oxalamide NC1=NC=C(C2=C1COC2)NC(C(=O)N([C@H](C)[C@H]2OCCC2)CC=2C=CC1=C(N=CS1)C2)=O